FC=1C=C(C=CC1F)C(C)N1C[C@@H](N(C[C@H]1C)C1=CC(N(C=2C=CC(=NC12)C#N)C)=O)CC 8-[(2s,5r)-4-[1-(3,4-difluorophenyl)ethyl]-2-ethyl-5-methylpiperazin-1-yl]-5-methyl-6-oxo-5,6-dihydro-1,5-naphthyridine-2-carbonitrile